C(C)(=O)N1C2CN(CC1CC2)C2=NC=C(C(=N2)NC2=CC=1C3=C(C(N(C1C=C2)C)=O)OCC([C@@H](N3)C3CC3)(F)F)Cl (2S)-10-((2-(8-Acetyl-3,8-diazabicyclo[3.2.1]octan-3-yl)-5-chloropyrimidin-4-yl)amino)-2-cyclopropyl-3,3-difluoro-7-methyl-1,2,3,4-tetrahydro-[1,4]oxazepino[2,3-c]chinolin-6(7H)-on